2-methyl-4-pentyl-6-hexylphenol CC1=C(C(=CC(=C1)CCCCC)CCCCCC)O